C(C#C)NCCNC(OC(C)(C)C)=O tert-butyl (N-propargylaminoethyl)carbamate